(7RS,11RS,E)-1-t-butylamino-3,7,11,15-tetramethyl-2-hexadecene C(C)(C)(C)NC\C=C(\CCC[C@@H](CCC[C@@H](CCCC(C)C)C)C)/C |r|